C(C=C)(=O)OCCN1C(N(C(N(C1=O)CCOC(C=C)=O)=O)CCOC(C=C)=O)=O (2,4,6-Trioxo-1,3,5-triazinane-1,3,5-triyl)-tris(ethane-2,1-diyl) triacrylate